C1(CC1)C1=C(C(=NO1)C=1C=NC(=CC1)C)COC1=CC=C(N=N1)C(=O)N[C@@H]1COCC1 (S)-6-((5-cyclopropyl-3-(6-methylpyridin-3-yl)isoOxazol-4-yl)methoxy)-N-(tetrahydrofuran-3-yl)pyridazine-3-carboxamide